hexa(tridecyl)-1,1,3-tris(2-methyl-4-hydroxy-5-tertiarybutylphenyl)butane triphosphite P(O)(O)O.P(O)(O)O.P(O)(O)O.C(CCCCCCCCCCCC)C(C(C(C(C1=C(C=C(C(=C1)C(C)(C)C)O)C)(C1=C(C=C(C(=C1)C(C)(C)C)O)C)CCCCCCCCCCCCC)(CCCCCCCCCCCCC)CCCCCCCCCCCCC)(C1=C(C=C(C(=C1)C(C)(C)C)O)C)CCCCCCCCCCCCC)CCCCCCCCCCCCC